IC1=C(C(=CC(=C1)C(C(F)(F)F)(C(F)(F)F)F)OC(F)F)NC(C1=C(C(=CC=C1)N(C(=O)C=1C=NC(=CC1)F)OC(=O)C1CC1)F)=O N-(2-iodo-4-(perfluoropropan-2-yl)-6-(difluoromethoxy)phenyl)-2-fluoro-3-(((cyclopropanecarbonyl)oxy)(6-fluoropyridine-3-carbonyl)amino)benzamide